epoxydiethylene glycol oleate C(CCCCCCC\C=C/CCCCCCCC)(=O)O.C1(C(OCCO)O1)O